C(C)(C)(C)OC(=O)C(C(=O)O)CC(=O)NC(C)(C)C 2-(tert-butoxycarbonyl)-4-(tert-butylamino)-4-oxo-butyric acid